C(CCC)C1(CS(C2=C(N(C1)C1=CC=CC=C1)C=C(C(=C2)O\C=C(\C(=O)[O-])/F)N(C)C)(=O)=O)CC rac-(Z)-3-((3-butyl-7-(dimethylamino)-3-ethyl-1,1-dioxido-5-phenyl-2,3,4,5-tetrahydro-1,5-benzothiazepin-8-yl) oxy)-2-fluoroacrylate